NCCN(C(=O)C=1SC=CC1)CC1=CC(=C(C=C1)OCC1=CC=CC=C1)OC N-(2-aminoethyl)-N-[[3-methoxy-4-(phenylmethoxy)phenyl]methyl]thiophene-2-carboxamide